diethylene glycol dimaleate C(\C=C/C(=O)O)(=O)O.C(\C=C/C(=O)O)(=O)O.C(COCCO)O